FC=1C(=C(C=CC1)NC(=S)C=1C(NCCC1OCC1=C(C=NC=C1)OC[C@H]1N(CCC1)C(=O)OC(C)(C)C)=O)C tert-butyl (2S)-2-[([4-[([3-[(3-fluoro-2-methylphenyl)carbamothioyl]-2-oxo-5,6-dihydro-1H-pyridin-4-yl]oxy)methyl]pyridin-3-yl]oxy)methyl]pyrrolidine-1-carboxylate